1-(5-fluoro-6-(3-fluorooxetan-3-yl)pyridin-2-yl)-2-isopropyl-6-(1,2,3,4-tetrahydroisoquinolin-7-ylamino)-1H-pyrazolo[3,4-d]pyrimidin-3(2H)-one FC=1C=CC(=NC1C1(COC1)F)N1N(C(C=2C1=NC(=NC2)NC2=CC=C1CCNCC1=C2)=O)C(C)C